trimethylolethane tris(2-mercaptopropionate) SC(C(=O)O)C.SC(C(=O)O)C.SC(C(=O)O)C.C(O)C(C)(CO)CO